N-((2-(2,6-dioxopiperidin-3-yl)-1-oxoisoindolin-5-yl)methyl)-8-methoxy-2H-chromene-3-carboxamide O=C1NC(CCC1N1C(C2=CC=C(C=C2C1)CNC(=O)C=1COC2=C(C=CC=C2C1)OC)=O)=O